CN1C(N=CC(=C1)C=1C(=C(C#N)C=CC1)N1CCC(CC1)C1=NN=CN1C)=O 3-(1-methyl-2-oxo-1,2-dihydropyrimidin-5-yl)-2-[4-(4-methyl-4H-1,2,4-triazol-3-yl)piperidin-1-yl]benzonitrile